OC1=C(C(=NC2=CC=CC=C12)C)CCC(C)=O 4-(4-Hydroxy-2-methyl-3-quinolinyl)-2-butanone